2,3',4,4'-tetrabromodiphenyl ether C1=CC(=C(C=C1OC2=C(C=C(C=C2)Br)Br)Br)Br